Nε-butyryl-lysine C(CCC)(=O)NCCCC[C@H](N)C(=O)O